C(=O)(O)C1=CC=C(C=C1)C1=CC=C(C=C1)N1C(N(C2=NC=CC=C21)[C@@H]2CN(CC2)CC=2N(C(=CN2)C(=O)O)C)=O (S)-2-((3-(1-(4'-Carboxy-[1,1'-biphenyl]-4-yl)-2-oxo-1,2-dihydro-3H-imidazo[4,5-b]pyridin-3-yl)pyrrolidin-1-yl)methyl)-1-methyl-1H-imidazole-5-carboxylic Acid